CCOC(=O)CCCCCCCN1C(=O)C2=C(C=CC(=C2)Cl)OC1=O ethyl 8-(6-chloro-2H-1,3-benzoxazine-2,4(3H)-dionyl)octanoate